Ethyl (R)-2-(3-(1-((tert-butylsulfinyl)imino)ethyl)-2-fluorophenyl)-2,2-difluoroacetate C(C)(C)(C)[S@@](=O)N=C(C)C=1C(=C(C=CC1)C(C(=O)OCC)(F)F)F